C(=O)(OC(C1=CC=CC=C1)=O)C(O)C(O)C(=O)OC(C1=CC=CC=C1)=O (+)-dibenzoyl tartrate